tert-Butyl 2-(3-acetyl-5-(5-sulfamoylpyridin-3-yl)-1H-indazol-1-yl)acetate C(C)(=O)C1=NN(C2=CC=C(C=C12)C=1C=NC=C(C1)S(N)(=O)=O)CC(=O)OC(C)(C)C